CC1(OCCCN(C1)C1=NC=C(C=C1C(=O)NC1=CC(=NC=C1)S(N)(=O)=O)C(F)(F)F)C 2-(2,2-dimethyl-1,4-oxazepan-4-yl)-N-(2-sulfamoyl-4-pyridyl)-5-(trifluoromethyl)pyridine-3-carboxamide